ethyl 2-amino-1,3,4-thiadiazole-2-carboxylate NC1(SC=NN1)C(=O)OCC